C(C1=CC=CC=C1)N(P(C1=CC=C(C=C1)[Si](CCCC)(CCCC)CCCC)C1=C(C=CC=C1)F)P(C1=CC=C(C=C1)[Si](CCCC)(CCCC)CCCC)C1=CC=C(C=C1)[Si](CCCC)(CCCC)CCCC N-benzyl-N-(bis(4-(tributylsilyl)phenyl)phosphaneyl)-1-(2-fluorophenyl)-1-(4-(tributylsilyl)phenyl)phosphanamine